CC=1OC(=CC1)C1=CC=CC=C1 2-methyl-5-phenyl-furan